C(C)(C)(C)OC(=O)N1CCC(=CC1)C1=NC=C(N=C1)NC(=O)C12CC(C1)(C2)C(NC2=CC=C(C=C2)CNC(=O)OC(C)(C)C)=O 4-[5-({3-[4-(tert-butoxycarbonylamino-methyl)-phenylcarbamoyl]-bicyclo[1.1.1]pentane-1-carbonyl}-amino)-pyrazin-2-yl]-3,6-dihydro-2H-pyridine-1-carboxylic acid tert-butyl ester